N1=C(C=CC=C1)C(=O)[O-].[Ir+3].N1=C(C=CC=C1)C(=O)[O-].N1=C(C=CC=C1)C(=O)[O-] iridium(III) (picolinate)